FC1=CC=C(C=C1)NC1=NC=C(C(=C1)N1C=C(C=C1)C(=O)OC)C methyl 1-(2-((4-fluorophenyl) amino)-5-methylpyridin-4-yl)-1H-pyrrole-3-carboxylate